5-amino-6-(5-chloro-1H-indazol-4-yl)-2-phenyl-pyrimidine-4-carboxamide NC=1C(=NC(=NC1C1=C2C=NNC2=CC=C1Cl)C1=CC=CC=C1)C(=O)N